(4R)-3-(1-methylazetidin-3-yl)-6-azaspiro[3.4]octane CN1CC(C1)C1CC[C@]12CNCC2